2-(4,4-dimethylpiperidin-1-yl)-8-(1-((5-fluoro-2-nitrophenyl)amino)ethyl)-6-methyl-4H-chromen-4-one CC1(CCN(CC1)C=1OC2=C(C=C(C=C2C(C1)=O)C)C(C)NC1=C(C=CC(=C1)F)[N+](=O)[O-])C